C(#N)C(C(=O)OCC)C1=CC(=C(C(=O)OC)C=C1)SCC methyl 4-(1-cyano-2-ethoxy-2-oxo-ethyl)-2-ethylsulfanyl-benzoate